ClC=1C=C(C=CC1Cl)N1CC2=CC(NC=C2CC1)=O N-(3,4-Dichlorophenyl)-7-oxo-3,4,6,7-tetrahydro-2,6-naphthyridine